BrC=1C=C(C=CC1N1C=NC=C1)N(C1=C(C=CC(=C1)C=1C(=NOC1C)C)C)CCN1CCNCC1 N-(3-bromo-4-(1H-imidazol-1-yl)phenyl)-5-(3,5-dimethylisoxazol-4-yl)-2-methyl-N-(2-(piperazin-1-yl)ethyl)aniline